C(CCCCCCCCCCCCCCCCCC)(=O)N[C@@H](CC1=CC=C(C=C1)O)C(=O)O N-n-nonadecanoyl-tyrosine